tert-Butyl (3R,4S)-3-[(4R)-benzyl-2-oxo-oxazolidine-3-carbonyl]-4-phenyl-pyrrolidine-1-carboxylate C(C1=CC=CC=C1)[C@H]1N(C(OC1)=O)C(=O)[C@H]1CN(C[C@@H]1C1=CC=CC=C1)C(=O)OC(C)(C)C